1-(2-acetamidobenzo[d]oxazol-6-yl)-1-[2-(4-morpholinyl)ethyl]-3-(4-methylphenyl)urea C(C)(=O)NC=1OC2=C(N1)C=CC(=C2)N(C(=O)NC2=CC=C(C=C2)C)CCN2CCOCC2